FC(OC1=CC2=C(N=C(O2)C=2C(=C(C=CC2)C2=C(C(=CC=C2)C=2OC3=C(CN(CC3)CCCO)N2)C)C)C=C1CN1[C@@H](CCC1)C(=O)O)F ((6-(difluoromethoxy)-2-(3'-(5-(3-hydroxypropyl)-4,5,6,7-tetrahydrooxazolo[4,5-c]pyridin-2-yl)-2,2'-dimethyl-[1,1'-biphenyl]-3-yl)benzo[d]oxazol-5-yl)methyl)proline